6-(5-{3-fluoro-4-[(4-methylpyrimidin-2-yl)oxy]phenyl}-4-{[(4-methoxyphenyl)methyl]amino}-7-methyl-5H-pyrrolo[3,2-d]pyrimidin-6-yl)-5-methylpyridin-3-amine FC=1C=C(C=CC1OC1=NC=CC(=N1)C)N1C(=C(C=2N=CN=C(C21)NCC2=CC=C(C=C2)OC)C)C2=C(C=C(C=N2)N)C